ClC=1C=C2C(N(CN(C2=CC1)C1=C(C=C(C=C1)C)OC)C1=C(NC(C=C1)=O)C)=O 6-chloro-1-(2-methoxy-4-methylphenyl)-3-(2-methyl-6-oxo-1,6-dihydropyridin-3-yl)-2,3-dihydroquinazolin-4(1H)-one